1-((2R,5S)-4-(5-(2-fluorophenyl)-7-(4-fluoropyridin-2-yl)-7H-pyrrolo[2,3-d]pyrimidin-4-yl)-2,5-dimethylpiperazin-1-yl)-2-hydroxy-2-methylpropan-1-one FC1=C(C=CC=C1)C1=CN(C=2N=CN=C(C21)N2C[C@H](N(C[C@@H]2C)C(C(C)(C)O)=O)C)C2=NC=CC(=C2)F